(1R,2S)-N-(4-(2,6-difluorophenyl)-5-(6-methoxy-2-pyridinyl)-4H-1,2,4-triazol-3-yl)-1-methoxy-1-(5-methyl-2-pyrimidinyl)-2-propanesulfonamide FC1=C(C(=CC=C1)F)N1C(=NN=C1C1=NC(=CC=C1)OC)NS(=O)(=O)[C@H]([C@@H](C1=NC=C(C=N1)C)OC)C